N1N=CC2=CC(=CC=C12)NC1=NN(C=C1)C=1C=C(C=CC1)NC(=O)C=1C=NN(C1)C N-(3-(3-((1H-indazol-5-yl)amino)-1H-pyrazol-1-yl)phenyl)-1-methyl-1H-pyrazole-4-carboxamide